(1S,5R)-3-benzyl-5-(trifluoromethyl)-3-azabicyclo[3.1.0]hexane-1-carbohydrazide C(C1=CC=CC=C1)N1C[C@@]2(C[C@@]2(C1)C(F)(F)F)C(=O)NN